4-bromo-2-(2-methoxyethenyl)-1-methylbenzene BrC1=CC(=C(C=C1)C)C=COC